S(=O)(=O)([O-])[O-].C[NH2+]CCO.C[NH2+]CCO methyl-hydroxyethyl-ammonium sulfate